5-((1S,4S)-5-isobutyl-2,5-diazabicyclo[2.2.1]hept-2-yl)-2-(5-(8-methoxy-[1,2,4]triazolo[1,5-a]pyridin-6-yl)-4-(2,2,2-trifluoroethyl)-1H-pyrazol-3-yl)-4-methylthiazole C(C(C)C)N1[C@@H]2CN([C@H](C1)C2)C2=C(N=C(S2)C2=NNC(=C2CC(F)(F)F)C=2C=C(C=1N(C2)N=CN1)OC)C